FC1=CC(=CC=2CC3N(CC12)CCCC3)O 7-fluoro-1,3,4,6,11,11a-hexahydro-2H-pyrido[1,2-b]isoquinolin-9-ol